C(#N)C=1C(=NC=CN1)N[C@H](C(=O)O)CCN(CCCCC1=NC=2NCCCC2C=C1)CCC(F)F (S)-2-((3-cyanopyrazin-2-yl)amino)-4-((3,3-difluoropropyl)(4-(5,6,7,8-tetrahydro-1,8-naphthyridin-2-yl)butyl)amino)butanoic acid